C(CCCCCC(C)C)OC(C=1C(C(=O)OCCCCCCC(C)C)=CC=CC1)=O Diisononylphthalat